3,4-diaminobenzoate NC=1C=C(C(=O)[O-])C=CC1N